C(C=C)(=O)N1CCN(CC1)C1=NC=NC2=CC=C(C=C12)C=1C=C(C(=NC1)OC)NS(=O)(=O)C1=C(C=CC=C1F)F N-(5-(4-(4-acryloylpiperazin-1-yl)quinazolin-6-yl)-2-methoxypyridin-3-yl)-2,6-difluorobenzenesulfonamide